O=C1NC(CCC1C1=NN(C2=CC(=CC=C12)OC1=CC=C(CN2CCC(CC2)C2CCN(CC2)C2=CC=C3CN(C(C3=C2)=O)[C@H](CC#N)C2=CC(=C(C=C2)OC)OCC)C=C1)C)=O (3R)-3-(6-(1'-(4-((3-(2,6-Dioxopiperidin-3-yl)-1-methyl-1H-indazol-6-yl)oxy)-benzyl)-[4,4'-bipiperidin]-1-yl)-1-oxoisoindolin-2-yl)-3-(3-ethoxy-4-methoxyphenyl)propane-nitrile